O=C1CCCCC1C1(CCCCC1)O 6'-oxobicyclohexanol